methyl (S)-2-(4-(6-((4-chloro-2-fluorobenzyl) oxy) pyridin-2-yl)-2,6-difluorophenoxy)-1-(oxetan-2-ylmethyl)-1H-benzo[d]imidazole-6-carboxylate ClC1=CC(=C(COC2=CC=CC(=N2)C2=CC(=C(OC3=NC4=C(N3C[C@H]3OCC3)C=C(C=C4)C(=O)OC)C(=C2)F)F)C=C1)F